SCCC[SiH2]OCC(OC)(OC)OC 3-mercaptopropyltris(methoxy)ethoxysilane